COC1=CC=C(C2=C(C=CC=C12)OC)CC1=CC=C(C=C1)S(=O)(=O)N 4-(4',8'-dimethoxynaphthyl-methyl)benzenesulfonamide